7-amino-6-(2-chloro-3-methoxy-6-methylphenyl)-4-methylfuro[2,3-d]pyrrolo[2,3-b]pyridine-8-carboxamide NC1=C(C=2C(=NC(=C3C2OC=C3)C)N1C1=C(C(=CC=C1C)OC)Cl)C(=O)N